N3-methyl-N5-((trans)-2-methylcyclopropyl)-2-oxo-1-((R)-1-phenylethyl)-1,2-dihydropyridine-3,5-dicarboxamide CNC(=O)C=1C(N(C=C(C1)C(=O)N[C@H]1[C@@H](C1)C)[C@H](C)C1=CC=CC=C1)=O